(S)-5-((3-(3-methyl-4-(5-(trifluoromethyl)pyrimidin-2-yl)piperazine-1-carbonyl)azetidin-1-yl)methyl)-3-(trifluoromethyl)pyridin-2(1H)-one C[C@H]1CN(CCN1C1=NC=C(C=N1)C(F)(F)F)C(=O)C1CN(C1)CC=1C=C(C(NC1)=O)C(F)(F)F